N1(CCCC1)C1=CN=CC(=N1)S(=O)(=O)Cl 6-(pyrrolidin-1-yl)pyrazine-2-sulfonyl chloride